2-amino-1-(3-fluorobenzofuran-6-yl)propan-1-ol NC(C(O)C1=CC2=C(C(=CO2)F)C=C1)C